para-tertiary butyl-hydroquinone C(C)(C)(C)C1(CC=C(O)C=C1)O